IC=1C=C(C=C(C1)C1=CC=CC=C1)C1=CC=CC=C1 5'-iodo-1,1':3',1''-terphenyl